2-keto(valerolactam) O=C1C(=O)NCCC1